1-(4-(4-(5-(2,6-dichlorophenyl)-4,5-dihydroisoxazol-3-yl)thiazol-2-yl)piperidin-1-yl)-2-((4-(trifluoromethyl)pyrimidin-2-yl)oxy)ethan-1-one ClC1=C(C(=CC=C1)Cl)C1CC(=NO1)C=1N=C(SC1)C1CCN(CC1)C(COC1=NC=CC(=N1)C(F)(F)F)=O